4-(2-(2-fluoro-5-(trifluoromethyl)benzylidene)hydrazino)benzoic acid FC1=C(C=NNC2=CC=C(C(=O)O)C=C2)C=C(C=C1)C(F)(F)F